2-[(2S,3R,4R,5R,6S)-5-Acetyloxy-2-(acetyloxymethyl)-6-[4-[(Z)-3-phenylprop-2-enoyl]phenoxy]-3-[(2S,3S,4R,5S,5S)-3,4,5-triacetyloxy-6-(acetyloxymethyl)oxan-2-yl]oxyoxan-4-yl]acetic acid C(C)(=O)O[C@@H]1[C@@H]([C@H]([C@@H](O[C@H]1OC1=CC=C(C=C1)C(\C=C/C1=CC=CC=C1)=O)COC(C)=O)O[C@H]1OC([C@@H]([C@H]([C@@H]1OC(C)=O)OC(C)=O)OC(C)=O)COC(C)=O)CC(=O)O